Dioxolo-pyrrolidine-dione O1COC2=C1C(C(N2)=O)=O